heptane-3,4-dione CCC(C(CCC)=O)=O